ClC1=CC=C(C(=O)NC2=C(C=CC(=C2)Cl)O)C=C1 4-chloro-N-(5-chloro-2-hydroxyphenyl)benzamide